(difluoromethyl)-5-fluoro-N-(5-fluoro-2-isopropylbenzyl)-1-methyl-1H-pyrazole-4-carboxamide FC(F)C1=NN(C(=C1C(=O)NCC1=C(C=CC(=C1)F)C(C)C)F)C